O1COC2=C1C=CC(=C2)C2=C(C=C1CNC(C1=C2)=O)OCC2=NN(C=C2)C 6-(benzo[d][1,3]dioxol-5-yl)-5-((1-methyl-1H-pyrazol-3-yl)methoxy)isoindolin-1-one